C(C)(=O)O.C1#CC1 cyclopropyne acetate